2-[2-Chloro-4-fluoro-5-(7-morpholin-4-yl-quinazolin-4-yl)-phenyl]-2-pyridin-3-ylacetamide ClC1=C(C=C(C(=C1)F)C1=NC=NC2=CC(=CC=C12)N1CCOCC1)C(C(=O)N)C=1C=NC=CC1